BrC1=CC(=C(C=C1F)C(F)(F)F)F 4-bromo-2,5-difluorotrifluoromethylbenzene